BrC1=CC=2N(C(=C1NC(=O)C1=CC(=NN1C1=NC=CC=C1Cl)Br)C(=O)NCCSC)N=CC2 5-bromo-6-(3-bromo-1-(3-chloropyridin-2-yl)-1H-pyrazole-5-carboxamido)-N-(2-(methylthio)ethyl)pyrazolo[1,5-a]pyridine-7-carboxamide